C1(CC1)C=1C(=CC(=C(C1)NC1=NC=NC(=C1)N1OCC[C@@H]1C1=CC=CC=C1)OC)N1CCC(CC1)N1CCN(CC1)C (R)-N-(5-cyclopropyl-2-methoxy-4-(4-(4-methylpiperazin-1-yl)piperidin-1-yl)phenyl)-6-(3-phenylisoxazolidin-2-yl)pyrimidin-4-amine